ClC=1C=C(C=CC1F)NC(=O)C=1SC(=CC1)CN1N=C(C=C1C)C N-(3-chloro-4-fluorophenyl)-5-((3,5-dimethyl-1H-pyrazol-1-yl)methyl)thiophene-2-carboxamide